FC1=C(C=CC=C1)C=1N(C=CC1C=O)S(=O)(=O)C=1C=NC=CC1 (2-fluorophenyl)-1-(pyridine-3-sulfonyl)-1H-pyrrole-3-carbaldehyde